C(C1=CC=CC=C1)OC1=CC(=NC(=C1)OC(C)(C)C)N1C(COCC1)C(F)(F)F 4-(4-benzyloxy-6-tert-butoxy-2-pyridinyl)-3-(trifluoromethyl)morpholine